ClC=1C=NC=C(C1[C@@H](C)OC=1C=C2C(=NNC2=CC1)C1=CC2=C(OCCN2C(=O)C2=NC=CC=C2)N=C1)Cl (R)-(7-(5-(1-(3,5-Dichloropyridin-4-yl)ethoxy)-1H-indazol-3-yl)-2,3-dihydro-1H-pyrido[2,3-b][1,4]oxazin-1-yl)(pyridin-2-yl)methanone